BrC=1C=NN(C1)C 4-bromo-1-methyl-pyrazole